C1(CC1)C1=CC(=C(C(=C1C#N)N1CCC(CC1)C1=NN=CN1C)C=1C=NC(=CC1)F)F 6-cyclopropyl-4-fluoro-3-(6-fluoropyridin-3-yl)-2-(4-(4-methyl-4H-1,2,4-triazol-3-yl)piperidin-1-yl)benzonitrile